AmylValerate C(CCCC)OC(CCCC)=O